5-bromo-3-(trifluoromethyl)pyridine-2-carbonitrile BrC=1C=C(C(=NC1)C#N)C(F)(F)F